N-[5-[[5-(difluoromethyl)pyridin-3-yl]carbamoyl]-4-fluoro-2-methylphenyl]-2-methyl-1,3-thiazole-5-carboxamide FC(C=1C=C(C=NC1)NC(=O)C=1C(=CC(=C(C1)NC(=O)C1=CN=C(S1)C)C)F)F